(2-iodobenzamidomethyl)-16-oxo-androsta-5-en-3beta-ol acetate C(C)(=O)O[C@@H]1CC2=CC[C@H]3[C@@H]4CC(C[C@@]4(CCNC(C4=C(C=CC=C4)I)=O)CC[C@@H]3[C@]2(CC1)C)=O